ClC=1C(=NC=CC1C1=NC(=C(C=C1)CNCC1CCC(N1)=O)OC)C1=C(C(=CC=C1)NC1=NC=CC(=C1F)CN1CC(C1)OC)Cl 5-((((3'-chloro-2'-(2-chloro-3-((3-fluoro-4-((3-methoxyazetidin-1-yl)methyl)pyridin-2-yl)amino)phenyl)-6-methoxy-[2,4'-bipyridin]-5-yl)methyl)amino)methyl)pyrrolidin-2-one